propylbiacridone C(CC)C1=C(C=2C(C3=CC=CC=C3NC2C=C1)=O)C1=CC=CC2=NC3=CC=CC=C3C=C12